NC1=CC(=C(C=C1)C1=NC=C2N1CCN(C2)C(=O)OCC2=CC=CC=C2)N2CCCCCC2 benzyl 3-[4-amino-2-(azepan-1-yl) phenyl]-6,8-dihydro-5H-imidazo[1,5-a]pyrazine-7-carboxylate